Ethyl (S*)-4-chloro-5-(4-(difluoromethoxy)-6-(3,3,3-trifluoro-2-methylpropyl)pyridin-3-yl)-1-ethyl-1H-pyrazole-3-carboxylate ClC=1C(=NN(C1C=1C=NC(=CC1OC(F)F)C[C@@H](C(F)(F)F)C)CC)C(=O)OCC |o1:17|